COC([C@H](CC1=CC=C(C=C1)OC)NC([C@H](COC)NC(=O)OC(C)(C)C)=O)=O (S)-2-((S)-2-((tert-butoxycarbonyl)amino)-3-methoxypropionamido)-3-(4-methoxyphenyl)propanoic acid methyl ester